(11s)format C(=O)[O-]